1,8-dihydroxy-bicyclo[7.3.1]Tridec-4,9-diene-2,6-diyn-13-one OC12C#CC=CC#CC(C(=CCC1)C2=O)O